N[C@H](C(=O)N1[C@@H](C[C@H](C1)O)C(=O)N[C@@H](CO)C1=CC=C(C=C1)Cl)C(C)(C)C (2S,4R)-1-((S)-2-amino-3,3-dimethylbutanoyl)-N-((R)-1-(4-chlorophenyl)-2-hydroxyethyl)-4-hydroxypyrrolidine-2-carboxamide